C(C)[C@H]1C(CN2C(CCC12)=O)=C(F)F ethyl-(S)-2-(difluoromethylene)-5-oxotetrahydro-1H-pyrrolizine